CS(=O)(=O)C1=C2CN(C(C2=CC=C1)=O)C1C(NC(CC1)=O)=O 3-(4-(methylsulfonyl)-1-oxoisoindolin-2-yl)piperidine-2,6-dione